C(CCCCC)C(CC)C=CCCCCC 3-hexyl-4-decene